(1S,2S)-1,2-diphenyl ethylenediamine tert-butyl 6,6-difluoro-3-[(6-iodopyridazin-3-yl) (methyl) amino]-8-azabicyclo[3.2.1]octane-8-carboxylate FC1(C2CC(CC(C1)N2C(=O)OC(C)(C)C)N(C)C=2N=NC(=CC2)I)F.C2(=CC=CC=C2)[C@@H]([C@@H](N)C2=CC=CC=C2)N